[Cl-].[Cl-].CN1C=CC(C=C1)=C1C=CN(C=C1)C N,N'-dimethyl-4,4'-bipyridine dichloride